6-chloro-N-{3-[2-(4-chloro-3-fluorophenoxy)acetamido]bicyclo[1.1.1]pentan-1-yl}-4-[5-methyl-2-(trifluoromethyl)furan-3-sulfonyl]-3,4-dihydro-2H-1,4-benzoxazine-2-carboxamide ClC=1C=CC2=C(N(CC(O2)C(=O)NC23CC(C2)(C3)NC(COC3=CC(=C(C=C3)Cl)F)=O)S(=O)(=O)C3=C(OC(=C3)C)C(F)(F)F)C1